S(=O)(=O)([O-])OOS(=O)(=O)[O-].S(=O)(=O)([O-])OOS(=O)(=O)[O-].[K+].[K+].[K+].[K+] potassium dipersulphate